[Cl-].N1C(=O)C=CC2=CC=CC=C12 carbostyril chloride